C1(CC1)OC=1C(=CC2=CN(N=C2C1)[C@@H]1C[C@](CCC1)(C)O)C(=O)NC=1C=NN2C1N=CC=C2 |o1:13,15| rel-6-cyclopropoxy-2-((1s,3r)-3-hydroxy-3-methylcyclohexyl)-N-(pyrazolo[1,5-a]pyrimidin-3-yl)-2H-indazole-5-carboxamide